C(C)(C)(C)OC(=O)N1[C@H]2[C@H]([C@H](C[C@@H]1CC2)N(C)C2=NC=C(N=C2)Cl)F.C(C2=CC=CC=C2)N2CC(C(C(C2)C)O)C cis-1-benzyl-3,5-dimethyl-4-hydroxypiperidine tert-butyl-(1R,2S,3S,5S)-3-[(5-chloropyrazin-2-yl)(methyl)amino]-2-fluoro-8-azabicyclo[3.2.1]octane-8-carboxylate